(3S)-1-[3-(3-tert-butylpyrrolidine-1-carbonyl)-5-(4-methyl-1H-1,3-benzodiazol-2-yl)pyridin-4-yl]-3-methylpyrrolidin-3-amine C(C)(C)(C)C1CN(CC1)C(=O)C=1C=NC=C(C1N1C[C@](CC1)(N)C)C1=NC2=C(N1)C=CC=C2C